CC1=CC(=NN=C1NCCN2CCOCC2)C3=CC=CC=C3 The molecule is a member of pyridazines, a secondary amine and a member of morpholines. It has a role as an antidepressant, a serotonin uptake inhibitor, a dopamine uptake inhibitor, a cholinergic drug and an antiparkinson drug.